methyl-o-butoxystyrene CC=CC1=C(C=CC=C1)OCCCC